NC=1C2=C(N=CN1)N(C(=C2C=2C=NC(=NC2)C(F)(F)F)C#N)C(CC)C=2N=NN(C2)C2=C(C=C(C=C2)F)F 4-amino-7-{1-[1-(2,4-difluorophenyl)-1H-1,2,3-triazol-4-yl]propyl}-5-[2-(trifluoromethyl)pyrimidin-5-yl]-7H-pyrrolo[2,3-d]pyrimidine-6-carbonitrile